C(C1=CC=CC=C1)N(C)C N-benzyl-N,N-dimethylamine